BrC1=NO[C@H](C1)C1=CC(=C2C=CC=NC2=C1)OC1=CC(=CC=C1)C(F)(F)F (5R)-3-bromo-5-[5-[3-(trifluoromethyl)phenoxy]-7-quinolyl]-4,5-dihydroisoxazole